N-((7-(5-(difluoromethyl)-1,3,4-oxadiazol-2-yl)imidazo[1,2-a]pyridin-2-yl)methyl)-1-(oxetan-3-yl)-N-phenylazetidin-3-carboxamide FC(C1=NN=C(O1)C1=CC=2N(C=C1)C=C(N2)CN(C(=O)C2CN(C2)C2COC2)C2=CC=CC=C2)F